furo[2,3-d]pyrimidine-6-carboxamide N1=CN=CC2=C1OC(=C2)C(=O)N